3-(5-(1-(6-chloro-5-hydroxy-3-methyl-1H-indole-2-carbonyl)piperidin-4-yl)-1-oxoisoindolin-2-yl)piperidine-2,6-dione ClC1=C(C=C2C(=C(NC2=C1)C(=O)N1CCC(CC1)C=1C=C2CN(C(C2=CC1)=O)C1C(NC(CC1)=O)=O)C)O